tetra-chloro-gold Cl[Au](Cl)(Cl)Cl